N1=CC=C(C=C1)CC 1-(pyridin-4-yl)ethane